(R)-1-(3-(1,1-difluoroethyl)-2-fluorophenyl)ethan-1-amine hydrochloride Cl.FC(C)(F)C=1C(=C(C=CC1)[C@@H](C)N)F